P(OCCCCCCCCCCCCC)(OCCCCCCCCCCCCC)OCCCCCCCCCCCCC tritridecyl phosphite